N-[(3R)-7-[(4aR,7aR)-octahydro-1H-pyrrolo[3,4-b]pyridin-1-yl]-3,4-dihydro-2H-1-benzopyran-3-yl]-3-amino-6-methylthieno[2,3-b]pyridine-2-carboxamide N1([C@@H]2[C@H](CCC1)CNC2)C2=CC1=C(C[C@H](CO1)NC(=O)C1=C(C=3C(=NC(=CC3)C)S1)N)C=C2